tert-Butyl 2-((3,7-dimethyl-2,6-dioxo-2,3,6,7-tetrahydro-1H-purin-1-yl)methyl)-1H-pyrrolo[2,3-b]pyridine-1-carboxylate CN1C(N(C(C=2N(C=NC12)C)=O)CC1=CC=2C(=NC=CC2)N1C(=O)OC(C)(C)C)=O